FC(C1=CC=C(C=N1)OC1=NC2=CC=CC=C2C(=C1)CN)(F)F (2-[{6-(trifluoromethyl)pyridin-3-yl}oxy]quinolin-4-yl)methylamine